(2S)-1-{4-[(2-{3-[(4-methanesulfonyl-2-methoxyphenyl) amino]prop-1-yn-1-yl}-1-(2,2,2-trifluoroethyl)-1H-indol-4-yl)amino] piperidin-1-yl}-3-methoxypropan-2-yl propanoate C(CC)(=O)O[C@@H](CN1CCC(CC1)NC1=C2C=C(N(C2=CC=C1)CC(F)(F)F)C#CCNC1=C(C=C(C=C1)S(=O)(=O)C)OC)COC